ClC=1C=CC(=C(C1)OC(NC1=CC=CC=C1)=O)F (5-chloro-2-fluorophenyl)phenylcarbamate